2-(1-acryloyl-4-(3-((4-(trifluoromethyl)phenyl)amino)pyrazin-2-yl)piperazin-2-yl)acetamide C(C=C)(=O)N1C(CN(CC1)C1=NC=CN=C1NC1=CC=C(C=C1)C(F)(F)F)CC(=O)N